ClC1=C(C(=O)N(C)C)C=CC(=C1)NC1=NC=C(C(=N1)N[C@H](CO)C1=CC=CC=C1)C1=NC(=NO1)C(F)(F)F 2-chloro-4-[[4-[[(1S)-2-hydroxy-1-phenyl-ethyl]amino]-5-[3-(trifluoromethyl)-1,2,4-oxadiazol-5-yl]pyrimidin-2-yl]amino]-N,N-dimethyl-benzamide